C(C)OC(\C(\C(=O)C1=C(C(=CC=C1F)Br)F)=N/NC1=CC=C(C=C1)OC(F)(F)F)=O.ClC1=CC=C(C=N1)C1=C(C=C(C=C1)NC(CC1=C(C=CC=C1)F)=O)S(N)(=O)=O N-[4-(6-Chloropyridin-3-yl)-3-sulfamoylphenyl]-2-(2-fluorophenyl)acetamide ethyl-(2Z)-3-(3-bromo-2,6-difluoro-phenyl)-3-oxo-2-[[4-(trifluoromethoxy)phenyl]hydrazono]propanoate